diethyl (9S,10S)-9,10-dihydroxy-2,2,17,17-tetramethyloctadecanedioate O[C@@H](CCCCCCC(C(=O)OCC)(C)C)[C@H](CCCCCCC(C(=O)OCC)(C)C)O